C1=2C3CC3CCC2C(=CC=C1)C(=O)O tricyclo[5.4.0.02,4]Undec-1(7),8,10-triene-8-carboxylic acid